O1CCN(CC1)CC=1C=CC=NC1 5-(morpholinomethyl)pyridin